acetylpiperazinoadenosine C(C)(=O)[C@@]1([C@@](O[C@@H]([C@H]1O)CO)(N1C=NC=2C(N)=NC=NC12)N1CCNCC1)O